5-(5-fluoro-2,4-dioxo-3H-pyrimidin-1-yl)oxolane-2-carboxamide FC=1C(NC(N(C1)C1CCC(O1)C(=O)N)=O)=O